N1=C(C=CC=C1)C(C1=NC=CC=C1)N di(2-pyridyl)methylamine